BrC=1C=CC2=C(NC=3CCNCCC32)N1 2-bromo-5,6,7,8,9,10-hexahydropyrido[3',2':4,5]pyrrolo[2,3-d]azepine